N,N-diethylleucylaminonaphthalenesulfonic acid C(C)N([C@@H](CC(C)C)C(=O)NC1=C(C2=CC=CC=C2C=C1)S(=O)(=O)O)CC